1-(4-(amino(4,5-dichloro-2-methoxyphenyl)methyl)piperidin-1-yl)ethanone NC(C1CCN(CC1)C(C)=O)C1=C(C=C(C(=C1)Cl)Cl)OC